2-Butyl-Oxygen CC(CC)[O]